OC[C@H]1[C@@H](N(CC1)C(=O)OCC1=CC=CC=C1)C(=O)OC 1-benzyl 2-methyl trans-3-(hydroxymethyl)pyrrolidine-1,2-dicarboxylate